FC(C1=C(OC2=CC(=C(C=C2)NC(OCC=2C(=C3C(N(CC3=CC2)C2C(NC(CC2)=O)=O)=O)OC)=O)OC)C=CC=C1)F [2-(2,6-dioxopiperidin-3-yl)-4-methoxy-3-oxo-2,3-dihydro-1H-isoindol-5-yl]methyl N-{4-[2-(difluoromethyl)phenoxy]-2-methoxyphenyl}carbamate